O(C1=CC=CC=C1)OP(=O)(O)C(C(=O)O)N(C)C(N)=N phenoxyphosphocreatine